(S)-4-ethyl-8-fluoro-4,9-dihydroxy-10,11-dimethyl-1H-pyrano-[3',4':6,7]indolizino[1,2-b]quinoline-3,14(4H,12H)-dione C(C)[C@]1(C(OCC=2C(N3CC=4C(=NC=5C=C(C(=C(C5C4C)C)O)F)C3=CC21)=O)=O)O